N-[5-[5-[(1R,2S)-2-fluorocyclopropyl]-1,2,4-oxadiazol-3-yl]-2-methyl-phenyl]-7-(2-hydroxyethoxymethyl)imidazo[1,2-a]pyridine-3-carboxamide F[C@@H]1[C@H](C1)C1=NC(=NO1)C=1C=CC(=C(C1)NC(=O)C1=CN=C2N1C=CC(=C2)COCCO)C